4-hydroxy-3-iodo-5-nitrophenylacetic acid OC1=C(C=C(C=C1[N+](=O)[O-])CC(=O)O)I